CN(CCOC1=C(C=C(C(=C1)OC)NC1=NC=CC(=N1)C=1C=C(C2=C(N(C(=N2)OC)C(C)C)C1)F)C(C(=O)N)=C)C 2-((2-(dimethylamino)ethoxy)-5-((4-(4-fluoro-1-isopropyl-2-methoxy-1H-benzo[d]imidazol-6-yl)pyrimidin-2-yl)amino)-4-methoxyphenyl)acrylamide